2-bromo-N-tert-butylacetamide BrCC(=O)NC(C)(C)C